1-(azido(3-(trifluoromethyl)cyclopentyl)methyl)-3-chloro-2,4-difluorobenzene N(=[N+]=[N-])C(C1=C(C(=C(C=C1)F)Cl)F)C1CC(CC1)C(F)(F)F